3-CHLORO-2,6-DIFLUOROBENZYLISOCYANIDE ClC=1C(=C(C[N+]#[C-])C(=CC1)F)F